Br\C(=C\1/CN(C2=C(S1)C=CC=C2)S(=O)(=O)C2=CC=C(C)C=C2)\C2=CC=C(C=C2)Cl (E)-2-(bromo(4-chlorophenyl)methylene)-4-p-toluenesulfonyl-3,4-dihydro-2H-benzo[b][1,4]thiazine